ClC1=C2C=NNC2=CC=C1NC1=NN(C=C1C)C1=CC(=C(C=C1)C(=O)C=1C=NN(C1)C)OC [4-[3-[(4-chloro-1H-indazol-5-yl)amino]-4-methyl-pyrazol-1-yl]-2-methoxy-phenyl]-(1-methylpyrazol-4-yl)methanone